2-chloro-N,N-dimethyl-4-(1-(1-(3,3,3-trifluoro-2-hydroxy-2-phenylpropanoyl)piperidin-4-yl)azetidin-3-ylamino)benzamide ClC1=C(C(=O)N(C)C)C=CC(=C1)NC1CN(C1)C1CCN(CC1)C(C(C(F)(F)F)(C1=CC=CC=C1)O)=O